N-isopropylmethylsulfamoyl chloride C(C)(C)N(S(=O)(=O)Cl)C